S-(4-hydroxyphenyl) 4-hydroxybenzenesulfonthioate OC1=CC=C(C=C1)S(=O)(SC1=CC=C(C=C1)O)=O